CN1CC2(C(NCC3=C2N=C(N=C3)C)=O)C1 1,2'-dimethyl-5',6'-dihydro-7'H-spiro[azetidine-3,8'-pyrido[4,3-d]pyrimidin]-7'-one